NC1=C2C=NN(C2=CC=C1)C(=O)OC(C)(C)C tert-Butyl 4-amino-1H-indazole-1-carboxylate